1H-Benzo[de]isoquinoline-1-one C1(N=CC2=C3C(C=CC=C13)=CC=C2)=O